1-[4-fluoro-2-(2,2,2-trifluoroethoxy)phenyl]-2-oxo-N-[2-(trifluoromethyl)pyrimidin-5-yl]-1,2-dihydropyridine-3-carboxamide FC1=CC(=C(C=C1)N1C(C(=CC=C1)C(=O)NC=1C=NC(=NC1)C(F)(F)F)=O)OCC(F)(F)F